O=C1NN(CC(C1)=O)C=1C=CC(=NC1)C#N 5-(3,5-dioxotetrahydropyridazin-1(2H)-yl)picolinonitrile